C1(CC1)S(=O)(=O)C1=CC=C(CNC(=O)C=2C(N(C(=C(C2)C=O)C)C2=CC(=CC=C2)C(F)(F)F)=O)C=C1 N-[4-(cyclopropylsulfonyl)benzyl]-5-formyl-6-methyl-2-oxo-1-[3-(trifluoromethyl)phenyl]-1,2-dihydropyridine-3-carboxamide